N1=CC=CC2=C1C=1N(CCC2)N=C2C1CN(CC2)C(=O)OC(C)(C)C tert-Butyl 6,7,10,11-tetrahydro-5H-pyrido[2,3-c]pyrido[4',3':3,4]pyrazolo[1,5-a]azepine-12(13H)-carboxylate